FC=1C=C2C(=NC1)N(C=C2C2=NC(=C1N=CN(C1=N2)C)NC2C(C1CCC2CC1)C(=O)OC)S(=O)(=O)C1=CC=C(C)C=C1 (+/-)-trans-methyl 3-((2-(5-fluoro-1-tosyl-1H-pyrrolo[2,3-b]pyridin-3-yl)-9-methyl-9H-purin-6-yl)amino)bicyclo[2.2.2]octane-2-carboxylate